5-allyl-4-((tert-butyldimethylsilyl)oxy)-6-methoxy-2-phenethyl-isoindolin-1-one C(C=C)C=1C(=C2CN(C(C2=CC1OC)=O)CCC1=CC=CC=C1)O[Si](C)(C)C(C)(C)C